6-[4-[2-[3-[4-(ethylsulfonylamino)-2-(6-methyl-7-oxo-1H-pyrrolo[2,3-c]pyridin-4-yl)phenoxy]phenoxy]ethoxy]-1-piperidyl]pyridine-3-carboxylic acid C(C)S(=O)(=O)NC1=CC(=C(OC=2C=C(OCCOC3CCN(CC3)C3=CC=C(C=N3)C(=O)O)C=CC2)C=C1)C=1C2=C(C(N(C1)C)=O)NC=C2